3-oxo-N-[4-[[2-(sulfooxy)ethyl]sulfonyl]phenyl]butanamide O=C(CC(=O)NC1=CC=C(C=C1)S(=O)(=O)CCOS(=O)(=O)O)C